(3Z)-8,8-diethoxy-1,3-octadiene C(C)OC(CCC\C=C/C=C)OCC